8-(3-Ethoxypropoxy)octan-1-amine C(C)OCCCOCCCCCCCCN